pentadecan-8-yl 8-[(3-aminopropyl)({8-oxo-8-[(3-propylhexyl)oxy]octyl})amino]octanoate NCCCN(CCCCCCCC(=O)OC(CCCCCCC)CCCCCCC)CCCCCCCC(OCCC(CCC)CCC)=O